N-(cyanomethyl)-4-(5-methyl-2-((1-(2-methyltetrahydro-2H-pyran-4-yl)-1H-pyrazol-4-yl)amino)pyrimidin-4-yl)benzamide C(#N)CNC(C1=CC=C(C=C1)C1=NC(=NC=C1C)NC=1C=NN(C1)C1CC(OCC1)C)=O